palladium-gold-cobalt [Co].[Au].[Pd]